C1(=CC=C(C=C1)NC(=O)C1=NC=CC=C1)C N-(p-tolyl)pyridineamide